[C@H]12CN(C[C@H](CC1)N2)C=2C1=C(N=C(N2)OCC23CCCN3CCC2)C(=C(N=C1)C1=C(C(=CC=C1)F)C1CC1)F 4-((1R,5S)-3,8-diazabicyclo[3.2.1]octan-3-yl)-7-(2-cyclopropyl-3-fluorophenyl)-8-fluoro-2-((hexahydro-1H-pyrrolizin-7a-yl)methoxy)pyrido[4,3-d]pyrimidine